NC1CCC(CC1)NC(=O)C1=CC2=C(C(N(C=C2C2=CC(=CC(=C2)C)OC2=CC(=C(C=C2)C)NC(CCCN(C)C)=O)C)=O)N1 N-((1s,4s)-4-aminocyclohexyl)-4-(3-(3-(4-(dimethylamino)butanamido)-4-methylphenoxy)-5-methylphenyl)-6-methyl-7-oxo-6,7-dihydro-1H-pyrrolo[2,3-c]pyridine-2-carboxamide